3,9-bis[1,1-dimethyl-2-{tris(1,2,2,6,6-pentamethyl-4-piperidinyloxycarbonyl)butylcarbonyloxy}ethyl]-2,4,8,10-tetraoxaspiro[5.5]undecane CC(COC(=O)CCCC(C(=O)OC1CC(N(C(C1)(C)C)C)(C)C)(C(=O)OC1CC(N(C(C1)(C)C)C)(C)C)C(=O)OC1CC(N(C(C1)(C)C)C)(C)C)(C)C1OCC2(CO1)COC(OC2)C(COC(=O)CCCC(C(=O)OC2CC(N(C(C2)(C)C)C)(C)C)(C(=O)OC2CC(N(C(C2)(C)C)C)(C)C)C(=O)OC2CC(N(C(C2)(C)C)C)(C)C)(C)C